C1(CC1)C1=CC(=NC=2N1N=C(C2)C2=C(C=C(C=C2)N2C[C@H](CC2)N)F)C(=O)N2[C@@H](C1=CC=CC=C1CC2)C (3S)-1-(4-{7-cyclopropyl-5-[(1R)-1-methyl-1,2,3,4-tetrahydroisoquinoline-2-carbonyl]-pyrazolo[1,5-a]pyrimidin-2-yl}-3-fluorophenyl)pyrrolidin-3-amine